FC1=C(C(=C(C(=C1F)F)F)C=O)S(=O)(=O)N(C)C 2,3,4,5-tetrafluoro-6-formyl-N,N-dimethylbenzenesulfonamide